BrCC(=O)C1=CC=C(C=C1)C1=CC=C(C=C1)C(CBr)=O 4,4'-di(2-bromoacetyl)biphenyl